(S)-1-((7-chloro-2-(2'-chloro-3'-(3-(((R)-3-hydroxypyrrolidin-1-yl)methyl)-1,7-naphthyridin-8-ylamino)-2-methylbiphenyl-3-yl)benzo[d]oxazol-5-yl)methyl)pyrrolidine-3-carboxylic acid ClC1=CC(=CC=2N=C(OC21)C=2C(=C(C=CC2)C2=C(C(=CC=C2)NC=2N=CC=C1C=C(C=NC21)CN2C[C@@H](CC2)O)Cl)C)CN2C[C@H](CC2)C(=O)O